4-fluorobenzaldehyde O-(1,2,3,4-tetrahydroquinoline-1-carbonyl) oxime N1(CCCC2=CC=CC=C12)C(=O)ON=CC1=CC=C(C=C1)F